C(CC)OCCC.[Li] lithium propyloxide